FC1=CC=C(C=C1)[C@@H]1N(CCC2=CC=CC=C12)C(=O)[C@H]1C[C@H](CO1)NC(OC(C)(C)C)=O tert-butyl ((3R,5R)-5-((S)-1-(4-fluorophenyl)-1,2,3,4-tetrahydroisoquinoline-2-carbonyl)tetrahydrofuran-3-yl)carbamate